P(O[Si](C)(C)C)([O-])[O-] (trimethylsilyl) Phosphite